FC=1C(=C(C=C(C1)[N+](=O)[O-])CN1CCOCC1)C 4-(3-fluoro-2-methyl-5-nitrophenylmethyl)morpholine